NC1=NC=C(C2=C1C(=NN2)C2=CC=C(C=C2)CC(=O)NC2=NOC(=C2)C(C)(C)C)I 2-[4-(4-amino-7-iodo-1H-pyrazolo[4,3-c]pyridin-3-yl)phenyl]-N-(5-tert-butylisoxazol-3-yl)acetamide